C(C)(C)(C)OC(N(C)CCOCC=1N(N=C(C1Br)C)C)=O N-[2-[(4-bromo-2,5-dimethyl-pyrazol-3-yl)methoxy]ethyl]-N-methyl-carbamic acid tert-butyl ester